2-methylcyclopropane-1-sulfonamide CC1C(C1)S(=O)(=O)N